COC1=NC=CC=C1N1N=C2C=3C=CN=C(CCCCC(C(NC2=C1)=O)C)C3 4-(2-methoxypyridin-3-yl)-9-methyl-3,4,7,15-tetraazatricyclo[12.3.1.02,6]Octadeca-1(18),2,5,14,16-pentaen-8-one